lauroyl sarcosinate N(C)CC(=O)OC(CCCCCCCCCCC)=O